COC(C1=C(C=C(C(=C1)[N+](=O)[O-])O)O)=O 2,4-dihydroxy-5-nitrobenzoic acid methyl ester